1-methyl-N-[2-(4-methylpiperazin-1-yl)-5-nitrophenyl]pyrazole-3-carboxamide CN1N=C(C=C1)C(=O)NC1=C(C=CC(=C1)[N+](=O)[O-])N1CCN(CC1)C